COC=1C=C2CCN(CC2=CC1NC=1N=C(C2=C(N1)NC=C2)NC2=C(C=CC=C2)S(=O)(=O)N(CC(C)(C)C)C)C 2-((2-((6-methoxy-2-methyl-1,2,3,4-tetrahydroisoquinolin-7-yl)amino)-7H-pyrrolo[2,3-d]pyrimidin-4-yl)amino)-N-methyl-N-neopentylbenzenesulfonamide